(S)-3-methoxy-N-(6-(5-methyl-6,7-dihydro-5H-pyrrolo[2,1-c][1,2,4]triazol-3-yl)pyridin-2-yl)-1H-pyrazole-4-carboxamide COC1=NNC=C1C(=O)NC1=NC(=CC=C1)C=1N2C(=NN1)CC[C@@H]2C